C(C)NCCCN1CCOCC1 N-ethyl-3-morpholinyl-1-propylamine